C(C)(C)(C)OC(=O)N1CCC(CC1)(C)C=1OC2=C(N1)C=C(C=C2)Br 4-(5-Bromo-1,3-benzooxazol-2-yl)-4-methylpiperidine-1-carboxylic acid tert-butyl ester